ClC1=CC=C2C(=CC=NC2=C1)NCC1(COC(OC1)(C)C)C 7-chloro-N-[(2,2,5-trimethyl-1,3-dioxan-5-yl)methyl]quinolin-4-amine